2-(2-((5-(1-aminoisoquinolin-7-yl)-1-isopropyl-1H-indazol-3-yl)methoxy)-4-methylphenyl)acetic acid NC1=NC=CC2=CC=C(C=C12)C=1C=C2C(=NN(C2=CC1)C(C)C)COC1=C(C=CC(=C1)C)CC(=O)O